2-Methyl-2,2-difluoroacetamide CC(C(=O)N)(F)F